N-ethyl-2-morpholinethylamine C(C)NCCC1CNCCO1